para-azidopyridine N(=[N+]=[N-])C1=CC=NC=C1